4-(3-Amino-3-methylbutanoyl)-N-(1-(4-((4-guanidinopiperidin-1-yl)methyl)phenyl)-2-oxo-1,2-dihydropyrimidin-4-yl)piperazine-1-carboxamide hydrochloride salt Cl.NC(CC(=O)N1CCN(CC1)C(=O)NC1=NC(N(C=C1)C1=CC=C(C=C1)CN1CCC(CC1)NC(=N)N)=O)(C)C